tetrahydrofuranacetic acid, ethyl ester O1C(CCC1)CC(=O)OCC